C(C)(C)(C)OC(=O)N1C[C@@H]2COC3=C(CN2CC1)C=CC(=C3Cl)C3=C1C=NNC1=CC=C3C (12aR)-10-chloro-9-(5-methyl-1H-indazol-4-yl)-3,4,12,12a-tetrahydro-6H-pyrazino[2,1-c][1,4]benzooxazepine-2(1H)-carboxylic acid tert-butyl ester